C1(CC1)CN(C(C1=CC=CC(=C1)S(=O)(=O)C)=O)C(C)C1=NC=NN1C1=NC=CC=N1 N-(cyclopropylmethyl)-5-(methylsulfonyl)-N-{1-[1-(pyrimidin-2-yl)-1H-1,2,4-triazol-5-yl]ethyl}benzamide